methylsulfonium hexafluorophosphate F[P-](F)(F)(F)(F)F.C[SH2+]